FC=1C=C(C=C(C1)F)C1CC=NN1C(=O)C1CCN(CC1)C1=NC=CC(=C1)C1=C(C=CC(=C1)OCCC1CCOCC1)C (5-(3,5-difluorophenyl)-4,5-dihydro-1H-pyrazol-1-yl)(1-(4-(2-methyl-5-(2-(tetrahydro-2H-pyran-4-yl)ethoxy)phenyl)pyridin-2-yl)piperidin-4-yl)methanone